N-(2-(tert-pentoxy)ethyl)-3-morpholinopropan-1-amine C(C)(C)(CC)OCCNCCCN1CCOCC1